methyl 3-[(3S,4S)-4-amino-3-methyl-2-oxa-8-azaspiro[4.5]decan-8-yl]-6-bromo-pyrazine-2-Carboxylate N[C@@H]1[C@@H](OCC12CCN(CC2)C=2C(=NC(=CN2)Br)C(=O)OC)C